C[C@H]1CC(=O)O[C@@H]1CC=C(C)C (3S,4R)-3,7-Dimethyl-6-octene-4-olide